C(C)(C)(C)N1N=C(C=C1)C(=O)NCC#CC1=NN2C(C=CC=C2N[C@H]2[C@H](CN(CC2)C)F)=C1CC(F)(F)F 1-tert-butyl-N-[3-(7-{[(3S,4R)-3-fluoro-1-methylpiperidin-4-yl]amino}-3-(2,2,2-trifluoroethyl)pyrazolo[1,5-a]pyridin-2-yl)prop-2-yn-1-yl]-1H-pyrazole-3-carboxamide